ruthenium platinum-palladium [Pd].[Pt].[Ru]